4-(dibenzo[b,f][1,4]oxazepan-11-yl)piperazine C1=CC=CC2=C1C(NC1=C(O2)C=CC=C1)N1CCNCC1